BrC1=NC2=C(N1CCOC(C)C)C=CC=C2 2-bromo-1-(2-isopropoxyethyl)-1H-benzo[d]imidazole